CC1=C(NC(C2=CC=CC=C12)=O)C1=CC=CC=C1 4-methyl-3-phenylisoquinolin-1(2H)-one